ClC1=CC=C(OC2=C(C=C(C(=C2)C)[N+](=O)[O-])C2=CN(C3=C(N=CC=C32)OC)C)C=C1 3-(2-(4-chlorophenoxy)-4-methyl-5-nitrophenyl)-7-methoxy-1-methyl-1H-pyrrolo[2,3-c]pyridine